Methyl (S)-2-((3-(1-([1,1'-biphenyl]-4-yl)-2-oxo-1,2-dihydro-3H-imidazo[4,5-b]pyridin-3-yl)pyrrolidin-1-yl)methyl)isonicotinate C1(=CC=C(C=C1)N1C(N(C2=NC=CC=C21)[C@@H]2CN(CC2)CC=2C=C(C(=O)OC)C=CN2)=O)C2=CC=CC=C2